ClC1=CC=C2C(CCOC2=C1)(CO)CO (7-chlorochroman-4,4-diyl)dimethanol